4-(2-fluoro-6-methoxyphenyl)-N-(5-((5-(2-hydroxypropan-2-yl)pyrazin-2-yl)methoxy)-1,3,4-thiadiazol-2-yl)-6-methylnicotinamide FC1=C(C(=CC=C1)OC)C1=CC(=NC=C1C(=O)NC=1SC(=NN1)OCC1=NC=C(N=C1)C(C)(C)O)C